N-(2-(2-azaspiro[3.5]nonan-2-yl)pyrimidin-4-yl)-3-(2-fluoro-4-methoxyphenyl)isoxazol-5-amine C1N(CC12CCCCC2)C2=NC=CC(=N2)NC2=CC(=NO2)C2=C(C=C(C=C2)OC)F